C1(CCCCC1)[SiH2]C1=C(C=CC=C1)OC cyclohexyl-(2-methoxyphenyl)silane